(3R,5R)-8-(2-Amino-6-((R)-1-(4-chloro-2-(3-methyl-1H-pyrazol-1-yl)phenyl)-2,2,2-trifluoroethoxy)pyrimidin-4-yl)-2-azaspiro[4.5]dec-7-en NC1=NC(=CC(=N1)C1=CC[C@@]2(CCNC2)CC1)O[C@@H](C(F)(F)F)C1=C(C=C(C=C1)Cl)N1N=C(C=C1)C